benzyl 4-amino-4-(3,4-dichlorophenyl)piperidine-1-carboxylate NC1(CCN(CC1)C(=O)OCC1=CC=CC=C1)C1=CC(=C(C=C1)Cl)Cl